2-methyl-N-[(1s,4s)-4-{[2-(trifluoromethyl)imidazo[1,2-a]pyridin-5-yl]amino}cyclohexyl]-1H-pyrrolo[2,3-b]pyridine-4-carboxamide CC1=CC2=C(N=CC=C2C(=O)NC2CCC(CC2)NC2=CC=CC=3N2C=C(N3)C(F)(F)F)N1